(7-((4-(cyclopropyl-amino)5-(trifluoromethyl)-7H-pyrrolo[2,3-d]pyrimidin-2-yl)amino)-2,3-dihydrobenzo-furan-4-yl)(4-morpholinopiperidin-1-yl)methanone C1(CC1)NC=1C2=C(N=C(N1)NC1=CC=C(C=3CCOC31)C(=O)N3CCC(CC3)N3CCOCC3)NC=C2C(F)(F)F